1-(4-Methoxyphenyl)-2-(4-nitro-3-(trifluoromethyl)phenoxy)ethan-1-one COC1=CC=C(C=C1)C(COC1=CC(=C(C=C1)[N+](=O)[O-])C(F)(F)F)=O